tert-butyl (2-ethyl-7-fluoro-4-hydroxychroman-4-yl)methyl-sulfonylcarbamate C(C)C1OC2=CC(=CC=C2C(C1)(O)CS(=O)(=O)NC(OC(C)(C)C)=O)F